(E)-(1-(4-(1-(4-bromophenyl)-2-phenylbut-1-en-1-yl)phenyl)piperidin-4-yl)methanol tert-butyl-(R)-3-aminopiperidine-1-carboxylate C(C)(C)(C)[C@H]1N(CCCC1N)C(=O)OCC1CCN(CC1)C1=CC=C(C=C1)/C(=C(/CC)\C1=CC=CC=C1)/C1=CC=C(C=C1)Br